ClC=1C=2N(C=CC1)C=C(N2)CCC#CC2=NC=CC=C2 8-Chloro-2-(4-(pyridin-2-yl)but-3-ynyl)-imidazo[1,2-a]pyridine